2-(4-chloro-1-isopropyl-1H-pyrazol-5-yl)-4-((6-(1-methyl-4-(trifluoromethyl)-1H-imidazol-2-yl)pyridin-3-yl)methyl)-6,7-dihydropyrazolo[1,5-a]pyrimidin-5(4H)-one ClC=1C=NN(C1C1=NN2C(N(C(CC2)=O)CC=2C=NC(=CC2)C=2N(C=C(N2)C(F)(F)F)C)=C1)C(C)C